di(pentadecan-7-yl) 3,3'-((2-(4-(2-(dimethylamino)ethyl)-1H-1,2,3-triazol-1-yl)ethyl)azanediyl)dipropionate CN(CCC=1N=NN(C1)CCN(CCC(=O)OC(CCCCCC)CCCCCCCC)CCC(=O)OC(CCCCCC)CCCCCCCC)C